N-(trans-4-(2-(4-(2,3-Dichlorophenyl)piperazin-1-yl)ethyl)cyclohexyl)-1H-indole-2-carboxamide ClC1=C(C=CC=C1Cl)N1CCN(CC1)CC[C@@H]1CC[C@H](CC1)NC(=O)C=1NC2=CC=CC=C2C1